(5-(4-methoxybenzyl)-4,5,6,7-tetrahydropyrazolo[1,5-a]pyrazin-2-yl-4,4-d2)methan-d2-ol COC1=CC=C(CN2C(C=3N(CC2)N=C(C3)C(O)([2H])[2H])([2H])[2H])C=C1